ruthenium(IV) sulfide [Ru](=S)=S